(2s)-2-amino-1-(3-bromo-5-chloro-7-{[(thiophen-2-yl)methyl]amino}thieno[3,2-b]pyridin-2-yl)propan-1-one dihydrochloride Cl.Cl.N[C@H](C(=O)C1=C(C2=NC(=CC(=C2S1)NCC=1SC=CC1)Cl)Br)C